O1CCC12CN(C2)C(=O)[C@H]2OCCN(C2)C=2C=1N(C=C(C2)S(=O)(=O)NC2(CC2)C)C(=NC1)C=1SC(=NN1)C(F)F (S)-8-(2-(1-oxa-6-azaspiro[3.3]heptane-6-carbonyl)morpholino)-3-(5-(difluoromethyl)-1,3,4-thiadiazol-2-yl)-N-(1-methylcyclopropyl)imidazo[1,5-a]pyridine-6-sulfonamide